(7S,8R)-2-((5-((R)-2-Azidobutan-2-yl)-8-(((R)-4-(methylsulfonyl)butan-2-yl)oxy)-2,7-naphthyridin-3-yl)amino)-7,8-dimethyl-7,8-dihydro-5H-pyrano[4,3-b]pyridin-5-one N(=[N+]=[N-])[C@](C)(CC)C1=C2C=C(N=CC2=C(N=C1)O[C@H](C)CCS(=O)(=O)C)NC1=CC=C2C(=N1)[C@H]([C@@H](OC2=O)C)C